C1(=CC=CC=C1)C=1N=C(N(C1)C1=CC(=CC=C1)OC(F)(F)F)SCC1=CC=C(C=C1)C(F)(F)F 4-phenyl-1-(3-(trifluoromethoxy)phenyl)-2-((4-(trifluoromethyl)benzyl)thio)-1H-imidazole